1-methyl-6-(5-((4-methylpiperazin-1-yl)methyl)-1H-pyrrolo[2,3-b]pyridin-3-yl)-1H-benzo[d][1,2,3]triazole CN1N=NC2=C1C=C(C=C2)C2=CNC1=NC=C(C=C12)CN1CCN(CC1)C